OC(CN1N=CC(=C1)N1C[C@@H](CC[C@@H]1C)C(=O)OC)(C)C methyl (3R,6S)-1-(1-(2-hydroxy-2-methylpropyl)-1H-pyrazol-4-yl)-6-methylpiperidine-3-carboxylate